C(C=C)(=O)C1=C(C=CC(=C1)Cl)C1=CC(=C(C=C1)CC(=O)O)C(N(C)C)=O 2-(2'-acryloyl-4'-chloro-3-(dimethylcarbamoyl)-[1,1'-biphenyl]-4-yl)acetic acid